C1(CC1)C1=NC2=CC=CC=C2C(=C1C=O)C1=CC=C(C=C1)F 2-cyclopropyl-4-(4-fluorophenyl)quinoline-3-carbaldehyde